4-(6-(tert-butylsulfonyl)-7-methoxyimidazo[1,2-a]pyridin-3-yl)-6-fluoro-N-(piperidin-4-ylmethyl)pyridin-2-amine C(C)(C)(C)S(=O)(=O)C=1C(=CC=2N(C1)C(=CN2)C2=CC(=NC(=C2)F)NCC2CCNCC2)OC